C(#N)C1(CC(C1)(F)F)NC(OC(C)(C)C)=O tert-butyl (1-cyano-3,3-difluorocyclobutyl)carbamate